benzotriazoleOne N1=NN=C2C1=CC=CC2=O